CC(C(=O)C1=CC=C(C=N1)NC(C)=O)(C)C1=NC=CC=C1 N-(6-(2-methyl-2-(pyridin-2-yl)propionyl)pyridin-3-yl)acetamide